FC(C1(OC2C3(CCC(C12)C3)COC3=C(C=CC=C3)[S+](C3=CC=CC=C3)C3=C(C=CC=C3)OCC31C2OC(C2C(CC3)C1)(C(F)(F)F)C(F)(F)F)C(F)(F)F)(F)F bis[4,4-bis(trifluoromethyl)-3-oxatricyclo-[4.2.1.02,5]nonylmethoxyphenyl]phenyl-sulfonium